(R)-(4-chloro-3-fluorophenyl)(3-(5-cyclopropyl-1,2,4-oxadiazol-3-yl)-8-methyl-5,6-dihydro-[1,2,4]triazolo[4,3-a]pyrazin-7(8H)-yl)methanone ClC1=C(C=C(C=C1)C(=O)N1[C@@H](C=2N(CC1)C(=NN2)C2=NOC(=N2)C2CC2)C)F